3-chloro-2,6-dimethylaniline ClC=1C(=C(N)C(=CC1)C)C